ClC=1C=C(C=CC1F)NC1=NC=NC2=CC(=C(C=C12)NC(C=CCN1CCCCC1)=O)OCC(F)(F)F 4-Piperidin-1-yl-but-2-enoic acid [4-(3-chloro-4-fluoro-phenylamino)-7-trifluoroethoxy-quinazolin-6-yl]-amide